C(CCCC(=O)O)(=O)O pentaanedioic acid